1,8-decanediol C(CCCCCCC(CC)O)O